ClC1=CC=C(C=C1)CC(=O)NC1=CC=C(C=C1)[C@@H]1CNCC1 |r| (RS)-2-(4-Chloro-phenyl)-N-(4-pyrrolidin-3-yl-phenyl)-acetamid